tert-butyl 4-[[2-[2-(2,6-dioxo-3-piperidyl)-1,3-dioxo-isoindolin-5-yl]-2,7-diazaspiro[3.5]nonan-7-yl]methyl]piperidine-1-carboxylate O=C1NC(CCC1N1C(C2=CC=C(C=C2C1=O)N1CC2(C1)CCN(CC2)CC2CCN(CC2)C(=O)OC(C)(C)C)=O)=O